ethyl 2-[(3S)-3-[2-[5-[(4,6-difluoro-1H-indol-5-yl)oxy]-2-fluoro-phenyl] oxazol-4-yl]-3-methyl-2H-benzofuran-7-yl]acetate FC1=C2C=CNC2=CC(=C1OC=1C=CC(=C(C1)C=1OC=C(N1)[C@]1(COC2=C1C=CC=C2CC(=O)OCC)C)F)F